5-bromo-1-(cyclopropylmethyl)-3-methyl-1H-pyrazole-4-carbaldehyde BrC1=C(C(=NN1CC1CC1)C)C=O